(S)-tert-butyl 2-(2-pivaloyl-7-(3-methyl-1H-pyrrolo[2,3-b]pyridin-5-yl)-1,2,3,4-Tetrahydroisoquinolin-5-yl)pyrrolidine-1-carboxylate C(C(C)(C)C)(=O)N1CC2=CC(=CC(=C2CC1)[C@H]1N(CCC1)C(=O)OC(C)(C)C)C=1C=C2C(=NC1)NC=C2C